N1(N=CC=C1)C1=CC=C(CN2C(C3=NC=CN=C3C(=C2)C(=O)N[C@@H]2[C@H](COCC2)O)=O)C=C1 6-(4-(1H-pyrazol-1-yl)benzyl)-N-((3R,4S)-3-hydroxytetrahydro-2H-pyran-4-yl)-5-oxo-5,6-dihydropyrido[3,4-b]pyrazine-8-carboxamide